ClC=1C(N(C(=CC1OC([2H])([2H])C1=NC=C(C=C1F)F)C)C1=C(C(=NC=C1C)C(\C=C\N(C)C)=O)F)=O 3-chloro-4-[(3,5-difluoropyridin-2-yl)(2H2)methoxy]-2'-[(2E)-3-(dimethylamino)prop-2-enoyl]-3'-fluoro-5',6-dimethyl-[1,4'-bipyridin]-2-one